FC1(C(CN(CC1)C(=O)OC(C)(C)C)C=1C=NC(=C(C1)CO)OC)F tert-butyl 4,4-difluoro-3-(5-(hydroxymethyl)-6-methoxypyridin-3-yl)piperidine-1-carboxylate